ethyl (Z)-2-(ethoxymethylene)-4,4-difluoro-3-oxobutyrate C(C)O\C=C(/C(=O)OCC)\C(C(F)F)=O